1-((((2,6-diisopropylphenoxy)carbonyl)oxy)methyl)-3-(dimethylcarbamoyl)pyridin-1-ium methanesulfonate CS(=O)(=O)[O-].C(C)(C)C1=C(OC(=O)OC[N+]2=CC(=CC=C2)C(N(C)C)=O)C(=CC=C1)C(C)C